C1(CC1)CN1C(C2=CC=C(C=C2C1)C1=CC=CC2=CC(=CC=C12)C(=O)N1CCC(CC1)(F)F)=O 2-(cyclopropylmethyl)-5-(6-(4,4-difluoropiperidine-1-carbonyl)naphthalen-1-yl)isoindolin-1-one